C(C(C)C)OC(C)O[C@@H]1C(C(CC=C1C)C)C (6R)-6-(1-isobutoxyethoxy)-1,4,5-trimethyl-cyclohexene